O=C1OCC2=CC(=CC=C12)NNC=1CN(CCN1)C(=O)OC(C)(C)C tert-butyl 3-(2-(1-oxo-1,3-dihydroisobenzofuran-5-yl)hydrazinyl)-5,6-dihydropyrazine-1(2H)-carboxylate